4-(6-prop-2-enyloxyhexyloxy)benzoic acid C(C=C)OCCCCCCOC1=CC=C(C(=O)O)C=C1